C1S(CC12CNC2)(=O)=O 2-thia-6-azaspiro[3.3]heptane-2,2-dioxide